C1(=CC=CC2=C1C1=C(O2)C=C2C=CC=CC2=C1)B(O)O naphtho[2,3-b]benzofuran-1-ylboronic acid